NC1CC2(C1)CC(C2)C(=O)OC methyl 2-aminospiro[3.3]heptane-6-carboxylate